Cl.C12(CNCC2C1)C(=O)N 3-azabicyclo[3.1.0]hexane-1-carboxamide hydrochloride